N-(4-Fluorobenzyl)-N-isobutyl-6-((1-(methylsulfonyl)piperidin-4-yl)amino)pyridine-3-sulfonamide FC1=CC=C(CN(S(=O)(=O)C=2C=NC(=CC2)NC2CCN(CC2)S(=O)(=O)C)CC(C)C)C=C1